(2R,3R)-3-(tert-Butyldimethylsilyloxy)-2-((tert-Butyldimethylsilyloxy)methyl)-2H-pyran-4(3H)-one [Si](C)(C)(C(C)(C)C)O[C@@H]1[C@H](OC=CC1=O)CO[Si](C)(C)C(C)(C)C